tert-butyl (5-chloro-1-methyl-1H-pyrazol-4-yl)carbamate ClC1=C(C=NN1C)NC(OC(C)(C)C)=O